(E)-2-((5aR,5bS,7aS,10aS,10bR)-2-amino-5a,7a-dimethyl-4,5,5a,5b,6,7,7a,9,10,10a,10b,11-dodecahydro-8H-cyclopenta[7,8]phenanthro[2,1-d]thiazol-8-ylidene)hydrazine-1-carboxamide NC=1SC2=C(N1)CC[C@@]1([C@H]3CC[C@]\4([C@H]([C@@H]3CC=C12)CC/C4=N\NC(=O)N)C)C